C(C)(=O)N[C@H]1C[C@H](CCC1)C(=O)NC=1N=CC2=CC(=NC(=C2C1)SC)C#N (1S,3R)-3-acetamido-N-(7-cyano-5-(methylsulfanyl)-2,6-naphthyridin-3-yl)cyclohexane-1-carboxamide